(2R,3S,4S)-4-hydroxy-2-[(4-methoxy phenyl)methyl]pyrrolidin-3-yl 2-{[2-(benzylamino)-3,4-dioxocyclobut-1-en-1-yl]amino}acetate C(C1=CC=CC=C1)NC1=C(C(C1=O)=O)NCC(=O)O[C@H]1[C@H](NC[C@@H]1O)CC1=CC=C(C=C1)OC